1,4-bis[3-heptyloxy-2-hydroxy-propylamino]benzene C(CCCCCC)OCC(CNC1=CC=C(C=C1)NCC(COCCCCCCC)O)O